2-methyl-7-(3-(4-(N,S-dimethylsulfonimidoyl)phenyl)-1H-pyrrolo[2,3-b]pyridin-5-yl)-1,2,3,4-tetrahydroisoquinoline CN1CC2=CC(=CC=C2CC1)C=1C=C2C(=NC1)NC=C2C2=CC=C(C=C2)S(=O)(=NC)C